Cl.C1(CCCCC1)C(C(=O)NC1CCCCC1)N1C(=NC2=C1C=CC=C2)C2=CC=C(C=C2)N2C=NC=C2 2,N-dicyclohexyl-2-[2-(4-imidazol-1-yl-phenyl)-benzimidazol-1-yl]-acetamide hydrogen chloride